OC[C@@H]1N(C[C@@H]([C@H]([C@@H]1O)O)O)C[C@H]1CN(CCC1)C1=NC(=CC=C1)C(F)(F)F (2S,3R,4R,5S)-2-(hydroxymethyl)-1-(((S)-1-(6-(trifluoromethyl)pyridin-2-yl)piperidin-3-yl)methyl)piperidine-3,4,5-triol